Ammonium [rac-(1R)-2-(6-aminopurin-9-yl)-1-methyl-ethoxy]methyl-(5-tetradecoxypentoxy)phosphinate NC1=C2N=CN(C2=NC=N1)C[C@H](OCP([O-])(=O)OCCCCCOCCCCCCCCCCCCCC)C.[NH4+] |r|